4-methyloxybenzene COC1=CC=CC=C1